C1(=CC=CC=C1)C=1C2(C3=CC=CC=C3C1)CCC(CC2)=O phenylspiro[cyclohexane-1,1'-indene]-4-one